2-Fluoro-4-methyl-5-[8-(morpholin-4-yl)imidazo[1,2-a]pyridin-6-yl]aniline FC1=C(N)C=C(C(=C1)C)C=1C=C(C=2N(C1)C=CN2)N2CCOCC2